C(C)N1C(NC2=C(C1=O)SC(=C2)CN2CCN(CC2)C=2C=CC(=NC2C)NC(C)=O)=O N-(5-(4-((3-ethyl-2,4-dioxo-1,2,3,4-tetrahydrothieno[3,2-d]pyrimidin-6-yl)methyl)piperazin-1-yl)-6-methylpyridin-2-yl)acetamide